N1C(=CC=C1)[Al](CC(C)C)CC(C)C (pyrrolyl)(diisobutyl)aluminum